2-(6-chloropyridin-2-yl)-4,5-dihydrothiazol-4-ol ClC1=CC=CC(=N1)C=1SCC(N1)O